4-(4-((4-(morpholinosulfonyl)benzyl)oxy)phenyl)-N-(3-phenoxypropyl)-1H-imidazole-1-carboxamide O1CCN(CC1)S(=O)(=O)C1=CC=C(COC2=CC=C(C=C2)C=2N=CN(C2)C(=O)NCCCOC2=CC=CC=C2)C=C1